3-({[(3S)-1-(6-methylpyridin-3-yl)piperidin-3-yl][(2-methylpyridin-4-yl)methyl]amino}methyl)-1-(propan-2-yl)-1,4-dihydroquinolin-4-one CC1=CC=C(C=N1)N1C[C@H](CCC1)N(CC1=CC(=NC=C1)C)CC1=CN(C2=CC=CC=C2C1=O)C(C)C